(S)-4-(2-(5-cyclopropyl-4,7-difluoro-3,3-dimethyl-2-oxoindolin-1-yl)acetamido)-3-methylbutanoic acid C1(CC1)C=1C(=C2C(C(N(C2=C(C1)F)CC(=O)NC[C@H](CC(=O)O)C)=O)(C)C)F